1,3-bis(benzo[d][1,3]dioxol-5-yl)benzene O1COC2=C1C=CC(=C2)C2=CC(=CC=C2)C2=CC1=C(OCO1)C=C2